O=C1OC(C2=C1C=CC(=C2)[Si](C2=CC1=C(C(OC1=O)=O)C=C2)(C)C)=O 5-[(1,3-dioxo-2-benzofuran-5-yl)-dimethylsilyl]-2-benzofuran-1,3-dione